(6,7-difluoro-1-hydroxy-1,2-dihydronaphthalen-2-yl)-2-oxo-3-phenylindoline-1-carboxylic acid tert-butyl ester C(C)(C)(C)OC(=O)N1C(C(C2=CC=CC=C12)(C1=CC=CC=C1)C1C(C2=CC(=C(C=C2C=C1)F)F)O)=O